ClC=1N=NC(=CC1CCC=O)Cl 3-(3,6-dichloro-1,2-diazin-4-yl)propanal